BrC1=C2C=NN(C2=CC(=C1C=O)Cl)C1OCCCC1 4-bromo-6-chloro-1-(tetrahydro-2H-pyran-2-yl)-1H-indazole-5-carbaldehyde